2-(di-1-adamantylphosphino)-2',4',6'-triisopropyl-3,6-dimethoxy-1,1'-biphenyl C12(CC3CC(CC(C1)C3)C2)P(C2=C(C(=CC=C2OC)OC)C2=C(C=C(C=C2C(C)C)C(C)C)C(C)C)C23CC1CC(CC(C2)C1)C3